C(C1CO1)NN(C1=CC=C(C=C1)CC1=CC=C(C=C1)N(NCC1CO1)NCC1CO1)NCC1CO1 bis(N,N-diglycidylamino-4-aminophenyl)methane